C(CCCCC)C1=CC=C(C=C1)C1=CC2=CC3=CC=C(C=C3C=C2C=C1)C1=CC=C(C=C1)CCCCCC 2,6-bis(4-hexylphenyl)anthracene